Cl.FC1=CC(=C(C=C1)CN)OC1COCC1 (4-fluoro-2-((tetrahydrofuran-3-yl)oxy)phenyl)methylamine HCl